8,18-diimino-4,22-dithia-9,13,17-triazapentacosanedioate N=C(CCCSCCC(=O)[O-])NCCCNCCCNC(CCCSCCC(=O)[O-])=N